1-[2-cyano-4-(trifluoromethyl)phenyl]-4-{2'-ethoxy-[2,3'-bipyridin]-5-yl}-N-[(3s,4s)-4-hydroxy-1-methylpyrrolidin-3-yl]piperidine-4-carboxamide C(#N)C1=C(C=CC(=C1)C(F)(F)F)N1CCC(CC1)(C(=O)N[C@H]1CN(C[C@@H]1O)C)C=1C=CC(=NC1)C=1C(=NC=CC1)OCC